Cl.CC1(CCOC2=CC=CC=C12)CN (4-Methylchroman-4-yl)methanamine hydrochloride